N-(2-methoxypyridin-4-yl)-5-(trifluoromethyl)benzamide COC1=NC=CC(=C1)NC(C1=CC=CC(=C1)C(F)(F)F)=O